NCCOCCOCCOCCN(C1=NC(=NC(=C1)C)NC1=CC=C(C=C1)NC(CC1=CC=CC=C1)=O)C N-(4-((4-((2-(2-(2-(2-aminoethoxy)ethoxy)ethoxy)ethyl)(methyl)amino)-6-methylpyrimidin-2-yl)amino)phenyl)-2-phenylacetamide